C12CN(CC(CC1)O2)C2=CC(=C(N=N2)C#N)N2CC(OCC2)C 6-(8-oxa-3-azabicyclo[3.2.1]oct-3-yl)-4-(2-methylmorpholino)pyridazine-3-carbonitrile